2-amino-6-borono-2-(2-(3-oxo-2,3,6,7-tetrahydro-1H-pyrazolo[4,3-c]pyridin-5(4H)-yl)ethyl)hexanoic acid NC(C(=O)O)(CCCCB(O)O)CCN1CC2=C(CC1)NNC2=O